O1C(=CC=C1)S furanthiol